S1C(=NC2=C1C=CC=C2)NC2=C(C(=C(C=N2)NC=2SC=C(N2)C(=O)OCC)COCC2=CC=CC=C2)C ethyl 2-({6-[(1,3-benzothiazol-2-yl) amino]-4-[(benzyloxy) methyl]-5-methylpyridin-3-yl} amino)-1,3-thiazole-4-carboxylate